[N+](=O)([O-])C(CCN)[N+](=O)[O-] dinitropropylamine